mercapto-5-methoxy-1H-benzimidazole SN1C=NC2=C1C=CC(=C2)OC